N[C@H]1CN(CCC1)CCN(C(OC(C)(C)C)=O)C1=CC=C(C=C1)OC(F)(F)F (R)-tert-butyl 2-(3-aminopiperidin-1-yl)ethyl(4-(trifluoromethoxy)phenyl)carbamate